4-Fluoro-3-((7-((tetrahydro-2H-pyran-4-yl)amino)-5-oxa-2-azaspiro[3.4]octan-2-yl)sulfonyl)benzonitrile FC1=C(C=C(C#N)C=C1)S(=O)(=O)N1CC2(C1)OCC(C2)NC2CCOCC2